(2R,4S)-4-({2-cyano-6-[(1S)-1-[(2S,4S)-4-fluoro-1-methylpyrrolidin-2-yl]ethoxy]pyrimidin-4-yl}oxy)-2-(cyanomethyl)piperidine-1-carboxylic acid tert-butyl ester C(C)(C)(C)OC(=O)N1[C@@H](C[C@H](CC1)OC1=NC(=NC(=C1)O[C@@H](C)[C@H]1N(C[C@H](C1)F)C)C#N)CC#N